(3,3-difluoropyrrolidin-1-yl)(6-((5-methyl-3-(6-methylpyridin-3-yl)isoxazol-4-yl)methoxy)pyridazin-3-yl)methanone FC1(CN(CC1)C(=O)C=1N=NC(=CC1)OCC=1C(=NOC1C)C=1C=NC(=CC1)C)F